OC=1C=C(C=O)C=CC1 3-hydroxy-Benzaldehyde